FC(C=O)(F)F.CC1(C(C(=CC2(CCN(C2)CC2=NC=CN=C2C(F)(F)F)C1)C#N)=O)C 9,9-dimethyl-8-oxo-2-((3-(trifluoromethyl)pyrazin-2-yl)methyl)-2-azaspiro[4.5]dec-6-ene-7-carbonitrile compound with 2,2,2-trifluoroacetaldehyde